3-(4-hydroxyphenyl)-1-methylpyridin-2(1H)-one OC1=CC=C(C=C1)C=1C(N(C=CC1)C)=O